ClC1=CC2=C(N=CS2)C(=C1)OC 6-chloro-4-methoxybenzo[d]thiazol